stannum methylsulfonate CS(=O)(=O)[O-].[Sn+4].CS(=O)(=O)[O-].CS(=O)(=O)[O-].CS(=O)(=O)[O-]